C(C)C=1C=C(C=CC1)C(CN([C@H](C(C)C)C(=O)O)C(=O)OC(C)(C)C)O (R)-2-(3-ethylphenyl)-2-hydroxyethyl-(t-butoxycarbonyl)-L-valine